(1aR,5aR)-2-(2,6-Difluoro-phenyl)-1a,2,5,5a-tetrahydro-1H-2,3-diaza-cyclopropa[a]pentalene-4-carboxylic acid (2-hydroxy-1,1-dimethyl-ethyl)-amide OCC(C)(C)NC(=O)C=1C=2C[C@@H]3[C@H](C2N(N1)C1=C(C=CC=C1F)F)C3